C(N)(=O)C=1C(=C(C(=NC1)OC)F)C1=C(C=CC2=C1C[C@](O2)(C2=CC=CC=C2)CNC(OC(C)(C)C)=O)Cl tert-butyl (((2S,4R)-4-(5-carbamoyl-3-fluoro-2-methoxypyridin-4-yl)-5-chloro-2-phenyl-2,3-dihydrobenzofuran-2-yl)methyl)carbamate